1-bromo-2,5-difluoro-3-methylbenzene BrC1=C(C(=CC(=C1)F)C)F